C(C1=CC=CC=C1)OC1=C(N(C=C(C1=O)C(NCC1=C(C=C(C=C1F)F)F)=O)[C@H]1CCC2=C(NC1)C(=CC=C2)F)C(=O)[O-] |o1:28| (S)- or (R)-3-(benzyloxy)-1-(9-fluoro-2,3,4,5-tetrahydro-1H-benzo[b]azepin-3-yl)-4-oxo-5-((2,4,6-trifluorobenzyl)carbamoyl)-1,4-dihydropyridine-2-carboxylate